C(C=C)N1N(C2=NC(=NC=C2C1=O)NC1=CC=C(C=C1)N1CCN(CC1)C)C1=CC=C2C(=N1)[C@@](CO2)(C)O |r| racemic-2-allyl-1-(3-hydroxy-3-methyl-2,3-dihydrofuro[3,2-b]pyridin-5-yl)-6-((4-(4-methylpiperazin-1-yl)phenyl)-amino)-1,2-dihydro-3H-pyrazolo[3,4-d]pyrimidin-3-one